O1CCOCC1C(=O)O [1,4]Dioxane-6-carboxylic acid